m-propenyl-α,α-dimethylbenzyl isocyanate C(=CC)C=1C=C(C(C)(C)N=C=O)C=CC1